bis(n-propyltetramethyl-cyclopentadienyl)europium C(CC)C1=C(C(=C(C1(C)[Eu]C1(C(=C(C(=C1CCC)C)C)C)C)C)C)C